methyl-butanediol propionate C(CC)(=O)OC(CCC)(O)C